NC1=C(C=C(C=N1)C1=CC=C(C=C1)C(=O)N1CC(NC(C1)C)C)OC(CC)C1=C(C=CC=C1Cl)Cl (4-{6-amino-5-[1-(2,6-dichloro-phenyl)-propoxy]-pyridin-3-yl}-phenyl)-(3,5-dimethyl-piperazin-1-yl)-methanone